(R)-(8-methyl-3-(3-methyl-1,2,4-thiadiazol-5-yl)-5,6-dihydro-[1,2,4]triazolo[4,3-a]pyrazin-7(8H)-yl)(piperidin-1-yl)methanone C[C@@H]1C=2N(CCN1C(=O)N1CCCCC1)C(=NN2)C2=NC(=NS2)C